C(#N)C1=CC=C(C=C1)/C(=C/C(=O)OCC)/[Sn](CCCC)(CCCC)CCCC Ethyl (Z)-3-(4-cyanophenyl)-3-(tributylstannyl)acrylate